C(C)OC(C(C=O)C1=C(C=C(C=C1F)OC)F)=O (2,6-difluoro-4-methoxyphenyl)-3-oxopropanoic acid ethyl ester